rac-2-{3-[(Cyclobutyloxy)methyl][1,4'-bipiperidin]-1'-yl}-N-[(3,5-difluoropyridin-2-yl)methyl]-1,3-thiazole-5-carboxamide C1(CCC1)OC[C@H]1CN(CCC1)C1CCN(CC1)C=1SC(=CN1)C(=O)NCC1=NC=C(C=C1F)F |r|